4-(4-ethylpiperazin-1-yl)-N-(4-methoxybenzyl)-4-oxo-N-(3,4,5-trimethoxyphenyl)butanamide C(C)N1CCN(CC1)C(CCC(=O)N(C1=CC(=C(C(=C1)OC)OC)OC)CC1=CC=C(C=C1)OC)=O